COC1=NC(=NC=C1)N1CC2CN(CC2C1)C(=O)C1=C(C=CC=C1)N1N=CC=N1 2-(4-Methoxypyrimidin-2-yl)-5-{[2-(2H-1,2,3-triazol-2-yl)phenyl]carbonyl}octahydropyrrolo[3,4-c]pyrrole